((2-(((5S,8S,10aR)-3-acetyl-6-oxo-8-(2-azaspiro[4.4]nonane-2-carbonyl)decahydropyrrolo[1,2-a][1,5]diazocin-5-yl)carbamoyl)benzo[b]thiophen-5-yl)difluoromethyl)phosphonic acid C(C)(=O)N1CC[C@@H]2N(C([C@H](C1)NC(=O)C1=CC3=C(S1)C=CC(=C3)C(F)(F)P(O)(O)=O)=O)[C@@H](CC2)C(=O)N2CC3(CC2)CCCC3